2-(4-((3-(4-fluorophenyl)-2,5-dioxoimidazolin-1-yl)methyl)-2,6-dimethylphenoxy)-2-methylpropanoic acid FC1=CC=C(C=C1)N1C(N(C(C1)=O)CC1=CC(=C(OC(C(=O)O)(C)C)C(=C1)C)C)=O